COC(N(C[C@@H]1N(CCC1)C)C1(CC1)C1=CC(=C(C=C1)F)C(F)(F)F)=O (R)-(1-(4-fluoro-3-(trifluoromethyl)phenyl)cyclopropyl)((1-methylpyrrolidin-2-yl)methyl)carbamic acid methyl ester